C(C)(C)(C)OC(=O)N1C[C@H](OCC1)C(=O)O (S)-4-(t-butoxycarbonyl)morpholine-2-carboxylic acid